N[C@H](C(=O)N1CSCC1)[C@H](CC)C (2S,3S)-2-amino-3-methyl-1-(thiazolidin-3-yl)pentan-1-one